C(C)(C)(C)OC(=O)N1CC(C1)CN1C(C(N(C2=CC(=C(C=C12)Cl)C1=C(C=CC(=C1)C(F)(F)F)OC)C1=C(C=CC=C1C)C(C)C)=O)=O 3-((7-chloro-4-(2-isopropyl-6-methylphenyl)-6-(2-methoxy-5-(trifluoromethyl)phenyl)-2,3-dioxo-3,4-dihydroquinoxalin-1(2H)-yl)methyl)azetidine-1-carboxylic acid tert-butyl ester